C(CCCCC)C1=C(C2(CC(C(C2C1)=O)O)C(=C)C1=CC=CC=C1)C1=CC=CC=C1 5-hexyl-2-hydroxy-4-phenyl-3a-(1-phenylvinyl)-3,3a,6,6a-tetrahydropentalen-1(2H)-one